NC1=CC=C(C=C1)N1CCN(CC1)CC1CCC2(CCN(CC2)C(=O)C=2C=CC(=C(C2)C2C(NC(CC2)=O)=O)OC)CC1 3-[5-[9-[[4-(4-aminophenyl)piperazin-1-yl]methyl]-3-azaspiro[5.5]undecane-3-carbonyl]-2-methoxy-phenyl]piperidine-2,6-dione